CC1CCC(C(C1)OCC(CO)O)C(C)C 3-[[5-methyl-2-(1-methylethyl)cyclohexyl]oxy]-1,2-propanediol